COC1=C(C=C2C=CN=CC2=C1)C(=O)N 7-methoxyisoquinoline-6-carboxamide